N-(3-{[(2R,4R)-6-chloro-4-hydroxy-3,4-dihydro-2H-1-benzopyran-2-carbonyl]amino}bicyclo[1.1.1]pentan-1-yl)-2-methyl-1,3-thiazole-5-carboxamide ClC=1C=CC2=C([C@@H](C[C@@H](O2)C(=O)NC23CC(C2)(C3)NC(=O)C3=CN=C(S3)C)O)C1